FC=1C=CC(=NC1)C(=O)C1=NC(=NC2=CC=CC(=C12)O)C(F)(F)F (5-fluoro-2-pyridinyl)-[5-hydroxy-2-(trifluoromethyl)quinazolin-4-yl]methanone